NC=1C(=NN(C1N)C)C(C)(C)C 4,5-diamino-3-tert-butyl-methylpyrazole